FC=1C=C(CC=2C=3N(C=C(N2)C#N)C=CN3)C=C(C1)F 8-(3,5-difluorobenzyl)imidazo[1,2-a]pyrazine-6-carbonitrile